OC1=C(C(=O)C2=CC=CC=C2)C=CC(=C1)OC(C=C)=O 2-Hydroxy-4-acryloxybenzophenone